FC=1C=C(C=C(C1)F)S(=O)(=O)NC(=O)C1=NOC(C1)(C1=CC=CC=C1)C1=CC=CC=C1 N-((3,5-difluorophenyl)sulfonyl)-5,5-diphenyl-4,5-dihydroisoxazole-3-carboxamide